Cl.COC1=C2CC[C@@H](C2=CC=C1)N (S)-4-methoxy-2,3-dihydro-1H-inden-1-amine HCl